CC1=NOC(=C1C1=CC=C2C=3N([C@H](COC31)C3=NC=CC=C3)C(=N2)N2CC(C2)O)C 1-[(4S)-7-(3,5-dimethylisoxazol-4-yl)-4-pyridin-2-yl-4,5-dihydroimidazo[1,5,4-de][1,4]benzoxazin-2-yl]azetidin-3-ol